(6S)-5-[4'-hydroxy-2-(trifluoromethyl)[1,1'-biphenyl]-4-yl]-6-methyl-3,6-dihydro-2H-1,3,4-oxadiazin-2-one OC1=CC=C(C=C1)C1=C(C=C(C=C1)C1=NNC(O[C@H]1C)=O)C(F)(F)F